4',5-dicyclopropyl-6'-methoxy-4-(4-(1-methyl-4-(trifluoromethyl)-1H-imidazol-2-yl)benzyl)-2,5'-bipyrimidine C1(CC1)C1=NC=NC(=C1C1=NC=C(C(=N1)CC1=CC=C(C=C1)C=1N(C=C(N1)C(F)(F)F)C)C1CC1)OC